CS(=O)(=O)CCCC1=C(C(=C(C=C1)O)[C@H]1[C@@H](CCC(C1)C)C(C)C)O (3-methanesulfonylpropyl)-2-[(1R,2S)-5-methyl-2-(propan-2-yl)cyclohexyl]benzene-1,3-diol